3-(cyclopropylethynyl)pyrazin-2-amine C1(CC1)C#CC=1C(=NC=CN1)N